N1(CCCCC1)C1=CC=C(C=C1)NC1=NC=C2N=C(N(C2=N1)[C@@H]1CN(CC1)C(C=C)=O)NC1=CC=CC=C1 (S)-2-(4-(1-piperidinyl)phenylamino)-8-phenylamino-9-(N-acryloyl-3-pyrrolidinyl)-9H-purine